NCCNC(C1=CC(=CC=C1)NC=1SC(=C(N1)C1=CC(=C(C=C1)Cl)Cl)CC(C)C)=O N-(2-aminoethyl)-3-(4-(3,4-dichlorophenyl)-5-isobutylthiazol-2-ylamino)benzamide